2-(6-(5-(cyanomethyl)-6,7-dihydro-5H-pyrrolo[2,1-c][1,2,4]triazole-3-yl)pyridin-2-yl)-6-(isopropyl(methyl)amino)-1-oxo-2,3-dihydro-1H-pyrrolo[3,4-c]pyridine C(#N)CC1CCC2=NN=C(N21)C2=CC=CC(=N2)N2CC=1C=NC(=CC1C2=O)N(C)C(C)C